3-(2-ethoxyphenyl)-5-(4-(4-methylpiperazin-1-yl)phenyl)-1H-pyrazolo[3,4-b]pyridine C(C)OC1=C(C=CC=C1)C1=NNC2=NC=C(C=C21)C2=CC=C(C=C2)N2CCN(CC2)C